methylpiperidine-1-carboxylate COC(=O)N1CCCCC1